CC1=C(C(=C(C1([Hf]C1=C(C2=C3CCCC3=CC=C2C1)CC)C)C)C)C pentamethylcyclopentadienyl(1-ethyl-3,6,7,8-tetrahydro-as-indacenyl)hafnium